2-(dodecylsulfanylthiocarbonylthio)-2-methylpropionic acid C(CCCCCCCCCCC)SC(=S)SC(C(=O)O)(C)C